FC1=C(C(=O)N[C@@H](C(=O)N2CCC3(C(C(N(C3=O)C)=O)C=3C=C4C=CN(C4=CC3)C)CC2)C(C)C)C=C(C=C1)C(F)(F)F 2-fluoro-N-((2R)-3-methyl-1-(2-methyl-4-(1-methyl-1H-indol-5-yl)-1,3-dioxo-2,8-diazaspiro[4.5]decan-8-yl)-1-oxobutan-2-yl)-5-(trifluoromethyl)benzamide